FC1=C(N=CC2=C1N=C(N=C2NCC2(CC(NC2)=O)C)OCC21CCCN1CCC2)C2=CC=CC1=CC=CC(=C21)F 4-(((8-fluoro-7-(8-fluoronaphthalen-1-yl)-2-((hexahydro-1H-pyrrolizin-7a-yl)methoxy)pyrido[4,3-d]pyrimidin-4-yl)amino)methyl)-4-methylpyrrolidin-2-one